(7-(3-benzoylphenoxy)-1-ethoxy-4-hydroxyisoquinoline-3-carbonyl)glycine 9-Tetradecenyl-acetate C(CCCCCCCC=CCCCC)CC(=O)O.C(C1=CC=CC=C1)(=O)C=1C=C(OC2=CC=C3C(=C(N=C(C3=C2)OCC)C(=O)NCC(=O)O)O)C=CC1